m-aminocresol NC1=C(C(=CC=C1)O)C